C(C)(=O)[C@@]1([C@@H](O[C@@H]([C@]1(O)C(C)=O)C(O)C(C)=O)N1C(=O)NC(=O)C=C1)O 2',3',5'-triacetyl-uridine